3-(pyrazolo[1,5-a]pyrimidin-5-yl)-8-oxa-3-azabicyclo[3.2.1]octane N1=CC=C2N1C=CC(=N2)N2CC1CCC(C2)O1